3-(phenylsulfonyl)-1,2,5-oxadiazole-2-oxide C1(=CC=CC=C1)S(=O)(=O)C1=[N+](ON=C1)[O-]